2-[tert-butoxycarbonyl-[3-(4,4-difluoro-1-piperidyl)propyl]amino]acetic acid C(C)(C)(C)OC(=O)N(CC(=O)O)CCCN1CCC(CC1)(F)F